9-(1-Bromoethyl)-3,4,7-trimethyl-3,4-dihydro-5H-pyrazolo[3,4-c]isoquinolin-5-one BrC(C)C=1C=2C3=C(N(C(C2C=C(C1)C)=O)C)N(N=C3)C